4-(4-(4-((2,6-dioxopiperidin-3-yl)oxy)phenyl)piperidin-1-yl)butanamide 2,2,2-trifluoroacetate FC(C(=O)O)(F)F.O=C1NC(CCC1OC1=CC=C(C=C1)C1CCN(CC1)CCCC(=O)N)=O